4-(hydroxymethyl)piperidin-4-ol OCC1(CCNCC1)O